OC1=C(C=C(C=C1)C=CC(CC(C=CC1=CC(=C(C=C1)O)OC)=O)=O)OC 1,7-bis-(4-hydroxy-3-methoxyphenyl)-hepta-1,6-diene-3,5-dione